7-(cyclopropylmethoxy)-5-fluoro-2-(2,8-diazaspiro[4.5]decan-8-yl)quinazolin-4(3H)-one hydrochloride Cl.C1(CC1)COC1=CC(=C2C(NC(=NC2=C1)N1CCC2(CCNC2)CC1)=O)F